(S)-3-((tert-Butoxycarbonyl)amino)-4-(5,5-difluoro-2-oxopiperidin-1-yl)butanoic acid C(C)(C)(C)OC(=O)N[C@@H](CC(=O)O)CN1C(CCC(C1)(F)F)=O